C(=O)(O)[C@H]([C@H](CN1[C@@H](CC1)C(=O)O)O)NCC[C@H](O)C(=O)O (2S)-1-[(2S,3S)-3-carboxy-3-[[(3S)-3-carboxy-3-hydroxypropyl]amino]-2-hydroxypropyl]azetidine-2-carboxylic acid